O.[Mn](=O)(=O)(=O)[O-].[Ca+2].[Mn](=O)(=O)(=O)[O-] Calcium permanganate hydrate